1,3-bis(isocyanatomethyl)-5-tert-butylbenzene N(=C=O)CC1=CC(=CC(=C1)C(C)(C)C)CN=C=O